C(#N)CNC(C1=CC=C(C=C1)C1=NC(=NC=C1C)NC=1C=NN(C1)C)=O N-(cyanomethyl)-4-(5-methyl-2-((1-methyl-1H-pyrazol-4-yl)amino)pyrimidin-4-yl)benzamide